1-(6-[5-[(oxetan-4-yl)carbonyl]-1H,2H,3H,4H,5H,6H-pyrrolo[3,4-c]pyrrole-2-sulfonyl]-3,4-dihydro-2H-1,4-benzoxazin-4-yl)ethan-1-one O1CCC1C(=O)N1CC2=C(C1)CN(C2)S(=O)(=O)C=2C=CC1=C(N(CCO1)C(C)=O)C2